ClC1=CC=C(C=C1)C1=C(C(=O)N)C=CC(=C1C)N(C(=O)NC1=CC=C(C=C1)Cl)CCN(CC)CC (4-chlorophenyl)-4-{3-(4-chlorophenyl)-1-[2-(diethylamino)ethyl]ureido}-3-methylbenzamide